5-ethylsulfanyl-1,3-dimethyl-6-[5-(trifluoromethylsulfanyl)-1,3-benzoxazol-2-yl]benzimidazol-2-one C(C)SC1=CC2=C(N(C(N2C)=O)C)C=C1C=1OC2=C(N1)C=C(C=C2)SC(F)(F)F